N-(4-(N-(chroman-4-yl)sulfamoyl)phenyl)-2-methylbenzamide O1CCC(C2=CC=CC=C12)NS(=O)(=O)C1=CC=C(C=C1)NC(C1=C(C=CC=C1)C)=O